1-methyl-1H-1,2,4-triazole-5-carbaldehyde CN1N=CN=C1C=O